C(CN1C(=NC2=C1C=CC(=C2OC)C(=O)N)C2=C(C=C(C=C2C=2OC(NN2)=O)Cl)F)N2C(=NC1=C2C=CC(=C1OC)C(=O)N)C1=C(C=C(C=C1C=1OC(NN1)=O)Cl)F 1,1'-(Ethane-1,2-diyl)bis(2-(4-chloro-2-fluoro-6-(5-oxo-4,5-dihydro-1,3,4-oxadiazol-2-yl)phenyl)-4-methoxy-1H-benzo[d]imidazole-5-carboxamide)